2-(2-(3-hydroxyphenyl)-2-oxoethyl)-8-(3-(trifluoromethyl)phenyl)-1,3,4,12a-tetrahydrobenzo[e]pyrazino[1,2-a][1,4]diazepine-6,12(2H,11H)-dione OC=1C=C(C=CC1)C(CN1CC2N(C(C3=C(NC2=O)C=CC(=C3)C3=CC(=CC=C3)C(F)(F)F)=O)CC1)=O